O[C@]1(CN(OC1)C(=O)C=1N(C=C2N(C(N(C(C21)=O)C)=O)C(C)C)CC2=CC=CC1=CC=CC=C21)C (S)-5-(4-hydroxy-4-methylisoxazolidine-2-carbonyl)-1-isopropyl-3-methyl-6-(naphthalen-1-ylmethyl)-1,6-dihydro-2H-pyrrolo[3,4-d]pyrimidine-2,4(3H)-dione